CC(C=O)CC1=C(C=CC=C1)C(C)C 2-methyl-3-(isopropyl-phenyl)-propanal